C(C1=CC=CC=C1)C1C(N(C1=O)C=1C=CC(=C2C=CC=NC12)I)CC(C#N)(C)C 3-(3-benzyl-1-(5-iodoquinolin-8-yl)-4-oxoazetidin-2-yl)-2,2-dimethylpropionitrile